mono-n-tridecyl tetraoxypropylene phosphate P1(=O)(OCCCCCCCCCCCCC)OOOOOCC(C)O1